[Br-].[Br-].C(C)(C)(C)C1(CC(=NC=C1)C1=NC=CC=C1)C(C)(C)C.[Ni+2] nickel 4,4-di-tert-butylbipyridine dibromide